N1(CCOCC1)CCCCN1N=CC=C(C1=O)N1C=CC=C1 2-[4-(morpholin-4-yl)butyl]-4-(1H-pyrrol-1-yl)-2,3-dihydropyridazin-3-one